N-[5-(4-fluoro-2-methylphenyl)-1-trityl-1H-indazol-3-yl]-1-methylpiperidine-4-carboxamide FC1=CC(=C(C=C1)C=1C=C2C(=NN(C2=CC1)C(C1=CC=CC=C1)(C1=CC=CC=C1)C1=CC=CC=C1)NC(=O)C1CCN(CC1)C)C